C12(CC(C1)C2)NS(=O)(=O)C=2C(=C(N(C2)C)C(=O)NC2=CC(=C(C=C2)F)C#N)Cl 4-(N-(bicyclo[1.1.1]pentan-1-yl)sulfamoyl)-3-chloro-N-(3-cyano-4-fluorophenyl)-1-methyl-1H-pyrrole-2-carboxamide